cobalt-nickel selenide [Ni]=[Se].[Co]